N-(2-chloro-4-(trifluoromethyl)phenyl)-2-(5-(difluoromethoxy)-2-(1,3-dihydroisobenzofuran-5-yl)-7-oxo-6-(piperazin-1-yl)-[1,2,4]triazolo[1,5-a]pyrimidin-4(7H)-yl)acetamide ClC1=C(C=CC(=C1)C(F)(F)F)NC(CN1C=2N(C(C(=C1OC(F)F)N1CCNCC1)=O)N=C(N2)C=2C=C1COCC1=CC2)=O